F[C@@H]1[C@@H](CN(C1)C([C@@](C(F)(F)F)(C)O)=O)NC(=O)C=1C(=NC=CC1)OC N-[(3R,4S)-4-fluoro-1-[(2R)-3,3,3-trifluoro-2-hydroxy-2-methylpropanoyl]pyrrolidin-3-yl]-2-methoxypyridine-3-carboxamide